FC1=C(C(=O)NCC2NCCOC2)C=CC(=C1)F 2,4-difluoro-N-(morpholin-3-ylmethyl)benzamide